C(C)C1(NC(N(C(C1)=O)C(C=1C=[NH+]C=CC1)C1C(C1C(N[C@H]1C[C@@H](OC2=CC=CC=C12)C(F)(F)F)=O)C)=[NH2+])CC [4,4-diethyl-1-[[2-methyl-3-[[(2R,4S)-2-(trifluoromethyl)chroman-4-yl]carbamoyl]cyclopropyl]-pyridin-1-ium-3-yl-methyl]-6-oxo-hexahydropyrimidin-2-ylidene]ammonium